5-(((2-Ethylbutyl)amino)methyl)-N-(3-(5-(4-methyl-4H-1,2,4-triazol-3-yl)Spiro[2.3]hexan-5-yl)phenyl)-2-oxo-1-(2,2,2-trifluoroethyl)-1,2-dihydropyridine-3-carboxamide C(C)C(CNCC=1C=C(C(N(C1)CC(F)(F)F)=O)C(=O)NC1=CC(=CC=C1)C1(CC2(CC2)C1)C1=NN=CN1C)CC